1,3-di-tert-butyl-imidazolin C(C)(C)(C)N1CN(CC1)C(C)(C)C